P1(=O)(OC2=C(C=C(C=C2C(C)(C)C)C)CC2=C(C(=CC(=C2)C)C(C)(C)C)O1)[O-].[Li+] lithium 2,2'-methylene-bis(4-methyl-6-t-butylphenyl) phosphate